ethyl 4-(2,2-difluorovinyl)-6-methoxy-5-(methoxymethoxy)-1-benzothiophene-2-carboxylate FC(=CC1=C(C(=CC2=C1C=C(S2)C(=O)OCC)OC)OCOC)F